FC=1C(=NC(=NC1)NC1=CC=C(C=N1)CN1CCN(CC1)CC=1C=C(C=CC1)NC1C(NC(CC1)=O)=O)C=1C=C(C2=C(N(C(=N2)C)C(C)C)C1)F 3-((3-((4-((6-((5-fluoro-4-(4-fluoro-1-isopropyl-2-methyl-1H-benzo[d]imidazol-6-yl)pyrimidin-2-yl)amino)pyridin-3-yl)methyl)piperazin-1-yl)methyl)phenyl)amino)piperidine-2,6-dione